CC1(OC2=C(C1)C=C(C(=C2)N2CCC(CC2)C(C(F)(F)F)O)NC(=O)C=2C=NN1C2N=CC=C1)C N-(2,2-Dimethyl-6-(4-(2,2,2-trifluoro-1-hydroxyethyl)piperidin-1-yl)-2,3-dihydrobenzofuran-5-yl)pyrazolo[1,5-a]pyrimidine-3-carboxamide